2-[4-(cyclopentylamino)phenyl]-2,3,4,4a,5,6,7,7a-octahydro-1H-cyclopenta[b]pyridine-3-carboxylate C1(CCCC1)NC1=CC=C(C=C1)C1C(CC2C(N1)CCC2)C(=O)[O-]